NC1=NCCN(C1)C=1C=C(C=C(C1)Cl)[C@H]1N(CCOC1)C(=O)OC(C)(C)C tert-butyl (R)-3-(3-(5-amino-3,6-dihydropyrazin-1(2H)-yl)-5-chlorophenyl)morpholine-4-carboxylate